N1=CC(=CC=C1)NC1CCC(CC1)N N1-(pyridin-3-yl)cyclohexane-1,4-diamine